C(#N)N1[C@H]2[C@@H](C[C@@H]1CC2)NC(=O)[C@H]2CC1=CN(N=C1CC2)C2=NC(=CC=C2)C2CC2 (5R)-N-((1R,2R,4S)-7-cyano-7-azabicyclo[2.2.1]heptan-2-yl)-2-(6-cyclopropyl-2-pyridinyl)-4,5,6,7-tetrahydro-2H-indazole-5-carboxamide